4-Chlorophenethyl 2,4,6-tri-O-acetyl-3-azido-3-deoxy-1-thio-α-D-galactopyranoside C(C)(=O)O[C@H]1[C@@H](SCCC2=CC=C(C=C2)Cl)O[C@@H]([C@@H]([C@@H]1N=[N+]=[N-])OC(C)=O)COC(C)=O